O=C1N(C(C2=CC=CC=C12)=O)C\C(\CN1C=C(C=C1)C(=O)OC)=C/F methyl (Z)-1-(2-((1,3-dioxoisoindolin-2-yl) methyl)-3-fluoroallyl)-1H-pyrrole-3-carboxylate